N-((6-(trifluoromethyl)pyridazin-3-yl)methyl)oxetan-3-amine FC(C1=CC=C(N=N1)CNC1COC1)(F)F